C(C)(C)(C)OC1CCN(CC1)[C@@H]1[C@@H](CCC1)OC=1C=C2CN(C(C2=CC1)=O)C1C(NC(CC1)=O)=O 3-(5-(((1R,2S)-2-(4-(tert-butoxy)piperidin-1-yl)cyclopentyl)oxy)-1-oxoisoindolin-2-yl)piperidine-2,6-dione